3-(3-iodo-1-bicyclo[1.1.1]pentanyl)azetidine-1-carboxylic acid tert-butyl ester C(C)(C)(C)OC(=O)N1CC(C1)C12CC(C1)(C2)I